[4-(6-Amino-4-methoxy-pyridazin-3-yl)-piperidin-1-yl]-(4-methoxy-6'-trifluoromethyl-[3,3']bipyridinyl-6-yl)-methanone NC1=CC(=C(N=N1)C1CCN(CC1)C(=O)C1=CC(=C(C=N1)C=1C=NC(=CC1)C(F)(F)F)OC)OC